manganese zinc-samarium [Sm].[Zn].[Mn]